[2-(2-Bromo-4-methoxyphenyl)ethoxy](tert-butyl)dimethylsilane BrC1=C(C=CC(=C1)OC)CCO[Si](C)(C)C(C)(C)C